2-{3-[(2R,6S)-2,6-dimethylmorpholine-4-carbonyl]-5,6-dihydrocyclopenta[c]pyrazol-1(4H)-yl}-1-[4-(2,3-dimethylphenyl)piperazin-1-yl]ethan-1-one C[C@@H]1CN(C[C@@H](O1)C)C(=O)C=1C2=C(N(N1)CC(=O)N1CCN(CC1)C1=C(C(=CC=C1)C)C)CCC2